Cl.FC1=CC(=CC2=C1N=C(S2)NC(=O)C2NCCCC2)F N-(4,6-difluoro-1,3-benzothiazol-2-yl)piperidine-2-carboxamide hydrochloride